C1(CCCC1)N1C(=CC2=C1N=C(N=C2)NC2=NC=C(C=C2)N2CCNCC2)C(=O)N(C)C 7-cyclopentyl-N,N-dimethyl-2-[(5-piperazin-1-ylpyridin-2-yl)amino]pyrrolo[2,3-d]pyrimidine-6-carboxamide